C(C)C(CCCC(C)C)CCCC 6-ethyl-2-methyldecane